O=C1N(C(C=2C1=CC=1C(N(C(C1C2)=O)CC(=O)O)=O)=O)CC(=O)O 2,2'-(1,3,5,7-tetraoxo-5,7-dihydropyrrolo[3,4-f]isoindole-2,6(1H,3H)-diyl)diacetic acid